C12CCCCC(CCC1)CCC2 Bicyclo[4.3.3]dodecane